ClC1=C(C=CC(=C1)N1N=CC=C1)[C@@H]1COCCCN1C1=NC(=NC(=C1)C)N |r| (+/-)-4-(3-(2-chloro-4-(1H-pyrazol-1-yl)phenyl)-1,4-oxazepan-4-yl)-6-methylpyrimidin-2-amine